hexahydro-4,7-methylene-1H-inden-5-ol acetate C(C)(=O)OC1C2C3CCCC3=C(C1)C2